C(=O)C1(CCN(CC1)C(=O)OC(C)(C)C)C Tert-butyl 4-formyl-4-methylpiperidine-1-carboxylate